(6-fluoro-7-isoquinolinyl) carbamate C(N)(OC1=C(C=C2C=CN=CC2=C1)F)=O